ClC=1C=CC(=C(CCN2C[C@@H](CC2)CNC(OC(C)(C)C)=O)C1)OCC1CC1 tert-butyl (S)-((1-(5-chloro-2-(cyclopropylmethoxy)phenethyl)pyrrolidin-3-yl)methyl)carbamate